4-isopropyl-pyridazin-3(2H)-one C(C)(C)C=1C(NN=CC1)=O